CN(CCCNC(CCNC(=O)C1=CC(=CN1C)NC(=O)C=1N(C=CC1)C)=N)C N-(5-((3-((3-(dimethylamino)propyl)amino)-3-iminopropyl)carbamoyl)-1-methyl-1H-pyrrol-3-yl)-1-methyl-1H-pyrrole-2-carboxamide